C[C@]12CC(C[C@](CC1)(N2)C)N(C=2SC1=C(C=NC(=C1)C=1C=C(C=3N(C1)C=C(N3)C)C#N)N2)C 6-(2-{[(1R,3s,5S)-1,5-Dimethyl-8-azabicyclo[3.2.1]octan-3-yl](methyl)amino}[1,3]thiazolo[4,5-c]pyridin-6-yl)-2-methylimidazo[1,2-a]pyridin-8-carbonitril